COC=1C=C2CC3(C(N=C(O3)N3CCC4(CC3)OC(C3=C4C=CC=C3)=O)=O)CC2=CC1 1'-(5-methoxy-4'-oxo-1,3-dihydro-4'H-spiro[indene-2,5'-[1,3]oxazol]-2'-yl)-3H-spiro[2-benzofuran-1,4'-piperidin]-3-one